N-(4-amino-3-nitrophenyl)-N-methylcarbamate NC1=C(C=C(C=C1)N(C([O-])=O)C)[N+](=O)[O-]